2-chloro-4-ethyl-6-(4-methyl-3-oxopiperazin-1-yl)pyridine-3,5-dicarbonitrile ClC1=NC(=C(C(=C1C#N)CC)C#N)N1CC(N(CC1)C)=O